IC1=CC=C2C(=N1)C(=CN2)C2CCN(CC2)CCC2=CC=CC=C2 5-iodo-3-(1-(1-phenyleth-2-yl)piperidin-4-yl)pyrrolo-[3,2-b]pyridine